C[Si](C=1C=C(C=CC1)B(O)O)(C)C 3-trimethylsilylphenylboronic acid